tert-butyl (1-(5-chloro-4-(4-cyano-3-fluorophenyl)pyrimidin-2-yl)piperidin-4-yl)carbamate ClC=1C(=NC(=NC1)N1CCC(CC1)NC(OC(C)(C)C)=O)C1=CC(=C(C=C1)C#N)F